2-(phenylamino)-4-(trifluoromethyl)benzoic acid C1(=CC=CC=C1)NC1=C(C(=O)O)C=CC(=C1)C(F)(F)F